5-(5-(trifluoromethyl)pyrazin-2-yl)-4,5,6,7-tetrahydropyrazolo[1,5-a]pyrazin FC(C=1N=CC(=NC1)N1CC=2N(CC1)N=CC2)(F)F